N-[2-(7-methoxynaphthalene-1-yl)ethyl]Acetamide COC1=CC=C2C=CC=C(C2=C1)CCNC(C)=O